ICC1CC(C1)C1=CC=C2C(=NN(C2=C1)C)N1C(NC(CC1)=O)=O 1-{6-[3-(iodomethyl)cyclobutyl]-1-methylindazol-3-yl}-1,3-diazinane-2,4-dione